6-[1-[1-[(2R)-1-methylpyrrolidine-2-carbonyl]-4-piperidyl]pyrazol-4-yl]-4-(2-pyridylsulfanyl)pyrazolo[1,5-a]pyridine-3-carbonitrile CN1[C@H](CCC1)C(=O)N1CCC(CC1)N1N=CC(=C1)C=1C=C(C=2N(C1)N=CC2C#N)SC2=NC=CC=C2